C(C1=CC=CC=C1)O[C@@](C(=O)O)(CCC=C)C(F)(F)F (2R)-2-Benzyloxy-2-(trifluoromethyl)hex-5-enoic acid